OCC1(C(NCC1)=O)NC(=O)C1=C(OC2=C1C=C(C=C2)OCC=2C=NC(=CC2)C)C N-(3-(hydroxymethyl)-2-oxopyrrolidin-3-yl)-2-methyl-5-((6-methylpyridin-3-yl)methoxy)benzofuran-3-carboxamide